alpha-chloro-acrylic acid ClC(C(=O)O)=C